2,2'-(1,4-butylene)bis-2-oxazoline C(CCCC=1OCCN1)C=1OCCN1